ClC1=NN(C2=NC(=NC=C21)Cl)CCCOC2=NN(C(=C2[N+](=O)[O-])C)C2CCC(CC2)OC 3,6-dichloro-1-(3-((1-((1r,4r)-4-meth-oxycyclohexyl)-5-methyl-4-nitro-1H-pyrazol-3-yl)oxy)propyl)-1H-pyrazolo[3,4-d]pyrimidine